ethyl-[methyl-[(1S)-1-(2-ethoxy-2-oxo-ethyl) tetrahydronaphthalen-1-yl] amino] propionate C(CC)(=O)ON([C@]1(C(CCC2CC=CC=C12)CC)CC(=O)OCC)C